ClCC(=O)NC1=CC(=C(C(=C1)F)C=1C=C2C(=CN1)N(N=C2C=2C=NN(C2)C)C(=O)OC(C)(C)C)OC(F)F tert-Butyl 5-(4-(2-chloroacetamido)-2-(difluoromethoxy)-6-fluorophenyl)-3-(1-methyl-1H-pyrazol-4-yl)-1H-pyrazolo[3,4-c]pyridine-1-carboxylate